CN1CC(C1)(C)[C@](O)(C1=CC=C(C=C1)OC(F)(F)F)C1=CC(=CC=C1)C=1OC(=CN1)C (S)-(1,3-Dimethyl-azetidin-3-yl)-[3-(5-methyl-oxazol-2-yl)-phenyl]-(4-trifluoromethoxy-phenyl)-methanol